ethyl 5-(benzyloxy)-6-methoxy-2-(6-methylbenzo[d]oxazol-2-yl)-1,2,3,4-tetrahydroisoquinoline-3-carboxylate C(C1=CC=CC=C1)OC1=C2CC(N(CC2=CC=C1OC)C=1OC2=C(N1)C=CC(=C2)C)C(=O)OCC